[Na].[Se] selenium-sodium